6-benzyl-2-methyl-4H-thiazolo[4,5-d]pyrimidine-5,7-dione C(C1=CC=CC=C1)N1C(NC2=C(C1=O)SC(=N2)C)=O